C1(CC1)CN1N=NN=C1C(CC(F)F)N1N=CC(=C1)NC([C@H](C1CCC(CC1)(F)F)NC(=O)C=1N(N=CC1)C(C)C)=O N-[(1S)-2-[[1-[1-[1-(cyclopropylmethyl)tetrazol-5-yl]-3,3-difluoro-propyl]pyrazol-4-yl]amino]-1-(4,4-difluorocyclohexyl)-2-oxo-ethyl]-2-isopropyl-pyrazole-3-carboxamide